CC1=NN(C=C1C=1CN(CC1)C(=O)OCC1=CC=CC=C1)C1OCCCC1 benzyl 3-[3-methyl-1-(oxan-2-yl)-1H-pyrazol-4-yl]-2,5-dihydro-1H-pyrrole-1-carboxylate